CC(CC(C(C(C(=O)[O-])(CC(CC)C)CC(CC)C)(O)C(=O)[O-])C(=O)[O-])CC Tri(2-methyl-1-butyl)citrat